O=C(C(=O)O)CC1=CNC2=CC=CC=C12 oxo-1h-indole-3-propionic acid